[13Ce]-Lysine N[C@@H](CCCCN)C(=O)O